ClC=1C=C(C=CC1F)C(C=1NC(=C(N1)S(=O)(=O)C)C)OC1CC2(CC2)C1 2-[(3-chloro-4-fluorophenyl)({spiro[2.3]hexan-5-yloxy})methyl]-4-methanesulfonyl-5-methyl-1H-imidazole